1-{3-[6-(2,3-Dihydro-benzo[1,4]dioxin-5-yl)-2-methoxy-pyridin-3-ylamino]-benzyl}-piperidine-3-carboxylic acid amide O1CCOC2=C1C=CC=C2C2=CC=C(C(=N2)OC)NC=2C=C(CN1CC(CCC1)C(=O)N)C=CC2